C(C)(C)(C)OC(=O)N1C(COCCC1)C1=C(C=C(C=C1)OC[C@@H](C)O)Cl 3-[2-Chloro-4-[(2R)-2-hydroxypropoxy]phenyl]-1,4-oxazepan-4-carboxylic acid tert-butyl ester